FC(=COC1(C(C(C(C1(F)F)(F)F)(F)F)(F)F)F)C(C(F)(F)F)(F)F 2,3,3,4,4,4-hexafluoro-1-(perfluorocyclopentoxy)but-1-ene